4-(2,6-dimethylpyridin-4-yl)cyclohexylamine hydrochloride Cl.CC1=NC(=CC(=C1)C1CCC(CC1)N)C